4-Chloro-11-((cyclohexyloxy)methyl)-8,8-dimethyl-7,10-dihydro-8H-pyrano[3'',4'':5',6']pyrido[3',2':4,5]thieno[3,2-d]pyrimidine ClC=1C2=C(N=CN1)C1=C(S2)N=C2C(=C1COC1CCCCC1)COC(C2)(C)C